C(=CC)N1CCC(CC1)N1C(C(=NC2=CC(=C(C=C12)Cl)C1=CC(=CC2=CC=CC=C12)O)OCCN(C)C)=O 1-(1-propenylpiperidin-4-yl)-7-chloro-3-(2-(dimethylamino)ethoxy)-6-(3-hydroxynaphthalen-1-yl)quinoxalin-2(1H)-one